C(CCCCCCCCCCCCCCCC)(=O)OCCCCCC hexyl margarate